4-(4-Methylpiperazin-1-yl)-2-((tetrahydro-2H-pyran-4-yl)amino)benzoic acid tert-butyl ester C(C)(C)(C)OC(C1=C(C=C(C=C1)N1CCN(CC1)C)NC1CCOCC1)=O